COC(=O)C=1C=C2C=CN(C2=CC1)CC1=C(C=CC=C1)CC(C)C 1-(2-isobutylbenzyl)-1H-indole-5-carboxylic acid methyl ester